5-methoxyflavone COC1=C2C(C=C(OC2=CC=C1)C1=CC=CC=C1)=O